N-(3-(1H-imidazol-1-yl)propyl)-4-phenylpyridineamide N1(C=NC=C1)CCCNC(=O)C1=NC=CC(=C1)C1=CC=CC=C1